1-(t-butyl) 2-methyl (4R)-2-(2-(chloromethyl)allyl)-4-methoxypyrrolidin-1,2-dicarboxylate ClCC(CC1(N(C[C@@H](C1)OC)C(=O)OC(C)(C)C)C(=O)OC)=C